N-(3,3-difluorocyclobutyl)-6,7-dihydro-5H-cyclopenta-pyridine-7-carboxamide FC1(CC(C1)NC(=O)C1CCC=2C=CC=NC21)F